IMIDAZO[4,5-D]PYRROLO[2,3-B]PYRIDIN N1=CN=C2C1=C1C(N=C2)=NC=C1